C(#N)[C@H](C[C@H]1C(NCC1)=O)NC([C@@H](NC([C@@H](C1=CC=C(C=C1)C(F)(F)F)N(C)C)=O)CC(C)(C)C)=O N-{(1S)-1-cyano-2-[(3S)-2-oxopyrrolidin-3-yl]ethyl}-N2-{(2R)-2-(dimethylamino)-2-[4-(trifluoromethyl)phenyl]acetyl}-4-methyl-L-leucinamide